(R)-4-(2,2-difluoro-7-((5-methoxy-7-methyl-1H-indol-4-yl)methyl)-7-azaspiro[3.5]nonan-6-yl)-N-phenylbenzamide FC1(CC2(C1)C[C@@H](N(CC2)CC2=C1C=CNC1=C(C=C2OC)C)C2=CC=C(C(=O)NC1=CC=CC=C1)C=C2)F